CN1CC(OCC1)C(C)O 1-(4-methylmorpholin-2-yl)ethanol